COC1=C(C=C2CN(CC(C2=O)C=2C=NC=CC2)C)C=CC=C1 3-(2-methoxybenzylidene)-5-(3-pyridyl)-N-methyl-4-piperidone